C1N(CC12CNC2)CCCOC2=C(C=C1C(=NC=NC1=C2)C2=CC=C(C=C2)NC(CC2=CC=C(C=C2)C(F)(F)F)=O)OC N-(4-(7-(3-(2,6-diazaspiro[3.3]heptan-2-yl)propoxy)-6-methoxyquinazolin-4-yl)phenyl)-2-(4-(trifluoromethyl)phenyl)acetamide